C(C)(=O)N(N(C(=O)C1=CC=2C3=C(C(=NC2C=C1)N)C=NN3C)CC3=C(C=C(C=C3)C=3C=NC=CC3)F)C N'-acetyl-4-amino-N-(2-fluoro-4-(pyridin-3-yl)benzyl)-N',1-dimethyl-1H-pyrazolo[4,3-c]quinoline-8-carbohydrazide